Cl.CCCCCCCC octan hydrochloride